C(C)(C)(C)OC(=O)N1[C@@H]2C[C@@H]2C[C@H]1C(NC1=NC(=CC=C1)Cl)=O (1R,3S,5R)-3-((6-chloropyridin-2-yl)carbamoyl)-2-azabicyclo[3.1.0]hexane-2-carboxylic acid tert-butyl ester